C(OCCNC(C=C)=O)(OC1=CC=C(C=C1)C(C1=CC=CC=C1)=O)=O 2-acrylamidoethyl (4-benzoylphenyl) carbonate